N-butyl-3-aminopropyltrimethoxysilane C(CCC)NCCC[Si](OC)(OC)OC